C1(=CC=C(C=C1)C=1OC2=C(N1)C(=CC(=C2)C2=CC=C(C=C2)C=2C1=CC=CC=C1C=1C=CC=CC1C2)C2=CC(=CC=C2)C#N)C2=CC=CC=C2 2-(biphenyl-4-yl)-4-(3-cyano-phenyl)-6-{4-(phenanthren-9-yl)-phenyl}-benzoxazole